N-(5-((2-(3,4-dihydroisoquinolin-2(1H)-yl)ethyl)carbamoyl)-3-methylthiophen-2-yl)-2-(1-methyl-1H-pyrazol-4-yl)pyrazolo[5,1-b]thiazole-7-carboxamide C1N(CCC2=CC=CC=C12)CCNC(=O)C1=CC(=C(S1)NC(=O)C=1C=NN2C1SC(=C2)C=2C=NN(C2)C)C